((3R,5R)-3-amino-5-fluoropiperidin-1-yl)(2-(1-(cyclopropylmethyl)-7-(1-(tetrahydrofuran-2-carbonyl)piperidin-4-yl)-1H-indol-2-yl)-3-methylpyrazolo[1,5-a]pyridin-6-yl)methanone N[C@H]1CN(C[C@@H](C1)F)C(=O)C=1C=CC=2N(C1)N=C(C2C)C=2N(C1=C(C=CC=C1C2)C2CCN(CC2)C(=O)C2OCCC2)CC2CC2